bromo-[1,1'-biphenyl]-4-sulfonic acid BrC1=C(C=CC(=C1)S(=O)(=O)O)C1=CC=CC=C1